N(=C=S)CCSC (2-isothiocyanatoethyl)(methyl)sulfane